C(C=C)(=O)N1C[C@@H](C[C@@H]1C)C=1N=C(C2=C(N1)NC(=C2C(=O)NC(C)(C)C2=C(C=CC=C2)F)C#CC)N ((3R,5S)-1-propenoyl-5-methylpyrrolidin-3-yl)-4-amino-N-(2-(2-fluorophenyl)propan-2-yl)-6-(prop-1-yn-1-yl)-7H-pyrrolo[2,3-d]Pyrimidine-5-carboxamide